(R or S)-4-[4-fluoro-2-(2,2,2-trifluoroethoxy)phenyl]-2-[5-(3-hydroxyoxolan-3-yl)pyridin-2-yl]-2,3-dihydro-1H-pyrrolo[3,4-c]pyridin-1-one FC1=CC(=C(C=C1)C1=NC=CC2=C1CN(C2=O)C2=NC=C(C=C2)[C@]2(COCC2)O)OCC(F)(F)F |o1:23|